9-amino-6-oxo-1,2,4a,5,6,7-hexahydrobenzo[b]pyrazino[1,2-d][1,4]diazepine-3(4H)-carboxylic acid tert-butyl ester C(C)(C)(C)OC(=O)N1CC2N(C3=C(NC(C2)=O)C=C(C=C3)N)CC1